N'-(5-methyl-2-hydroxybenzylidene)-2-((3-fluorophenyl)amino)propionyl-hydrazine CC=1C=CC(=C(C=NNC(C(C)NC2=CC(=CC=C2)F)=O)C1)O